monosodium 4,8-diamino-9,10-dihydro-1,5-dihydroxy-9,10-dioxo-2-anthracenesulfonate NC1=CC(=C(C=2C(C3=C(C=CC(=C3C(C12)=O)O)N)=O)O)S(=O)(=O)[O-].[Na+]